O=C(COC=1C=C(C=C(C1)OCC(=O)NCCNC(CCCO[C@@H]1O[C@H]([C@@H]([C@H]([C@H]1O)O)O)C)=O)C1=CC(=CC(=C1)OCC(=O)NCCNC(CCCO[C@@H]1O[C@H]([C@@H]([C@H]([C@H]1O)O)O)C)=O)C(=O)O)NCCNC(CCCO[C@@H]1O[C@H]([C@@H]([C@H]([C@H]1O)O)O)C)=O 3',5,5'-tris(2-oxo-2-((2-(4-(((2R,3R,4R,5R,6S)-3,4,5-trihydroxy-6-methyltetrahydro-2H-pyran-2-yl)oxy)butanamido)ethyl)amino)ethoxy)-[1,1'-biphenyl]-3-carboxylic acid